5-(2-methyl-2-pentyloxycarbonyl)-bicyclo[2.2.1]Hept-2-ene CC(C)(CCC)OC(=O)C1C2C=CC(C1)C2